tert-butyl (1S,2R,3R,5R)-3-[(5-chloropyrazin-2-yl)(methyl)amino]-2-fluoro-8-azabicyclo[3.2.1]octane-8-carboxylate ClC=1N=CC(=NC1)N([C@H]1[C@H]([C@@H]2CC[C@H](C1)N2C(=O)OC(C)(C)C)F)C